C1(=CC=C(C=C1)C(C(C(=O)O)(O)C1=CC=C(C=C1)C)(O)C(=O)O)C (2S,3S)-di-p-toluyltartaric acid